C(CCCCC(C)C)C(C(=O)[O-])S.C(CCCCC(C)C)C(C(=O)[O-])S.C(CCC)[Sn+2]CCCC dibutyl-tin di(isooctyl thioglycolate)